[(3R)-3-(1-{7-[(1R)-1-(2,4-dichlorophenyl)ethoxy]-2-methylpyrazolo[4,3-b]pyridin-5-yl}azetidin-3-yl)piperidin-1-yl]acetic acid ClC1=C(C=CC(=C1)Cl)[C@@H](C)OC=1C=2C(N=C(C1)N1CC(C1)[C@@H]1CN(CCC1)CC(=O)O)=CN(N2)C